FC(OC1=C(C=C(C(=N1)OC)NS(=O)(=O)C1=CN=C2N1C=CC(=C2OC)C)F)F N-[6-(difluoromethoxy)-5-fluoro-2-methoxy-3-pyridinyl]-8-methoxy-7-methyl-imidazo[1,2-a]pyridine-3-sulfonamide